C(C)(C)C1CCC(CC1)N1CCC(CC1)N1C(C(C2=CC=CC=C12)CC1COCC1)=O 1-(1-((1s,4s)-4-isopropylcyclohexyl)piperidin-4-yl)-3-((tetrahydrofuran-3-yl)methyl)indolin-2-one